[N+](=O)([O-])C1=CC=C(C=C1)S(=O)(=O)O.COC=1C=C(\C=N\NC(C2=NC=CC(=C2)C2=CC=C(C=C2)OC(C)C)=O)C=C(C1)OC (E)-N'-(3,5-dimethoxybenzylidene)-4-(4-isopropoxyphenyl)picolinohydrazide p-nitrobenzenesulfonate